CC1=C(C=C(C(=C1)OC=1C=NC=CC1)C1=CN(C=2C(NC=CC21)=O)C)N2C(CCC2=O)=O 1-(2-methyl-5-(1-methyl-7-oxo-6,7-dihydro-1H-pyrrolo[2,3-c]pyridin-3-yl)-4-(pyridin-3-yloxy)phenyl)pyrrolidine-2,5-dione